C[SiH](O[Si](O[SiH](C)C)(C1=CC=CC=C1)C1=CC=CC=C1)C 1,1,5,5-tetramethyl-3,3-diphenyltrisiloxane